7-aminophthalazin-1(2H)-one NC1=CC=C2C=NNC(C2=C1)=O